(S)-1-ethyl-5-(6-(2-hydroxy-6-methyl-4-(trifluoromethyl)phenyl)-2H-pyrazolo[3,4-b]pyridin-2-yl)piperidin-2-one C(C)N1C(CC[C@@H](C1)N1N=C2N=C(C=CC2=C1)C1=C(C=C(C=C1C)C(F)(F)F)O)=O